2-ethylbutyl ((R)-(1-((2S,3S,5R)-5-(5-fluoro-2,4-dioxo-3,4-dihydropyrimidin-1(2H)-yl)-3-hydroxytetrahydrofuran-2-yl)cyclopropoxy)(phenoxy)phosphoryl)-L-alaninate FC=1C(NC(N(C1)[C@H]1C[C@@H]([C@H](O1)C1(CC1)O[P@](=O)(OC1=CC=CC=C1)N[C@@H](C)C(=O)OCC(CC)CC)O)=O)=O